FC=1C(=NC=C(C1C1=C(C=NC(=C1)C)C(=O)NC1=NN=C(S1)C(=O)O)OC)C 5-{3'-fluoro-5'-methoxy-2',6-dimethyl-[4,4'-bipyridine]-3-amido}-1,3,4-thiadiazole-2-carboxylic acid